ClC1=C(C=C(C=C1)F)[C@@H]1NC(C2=CC(=CC(=C12)NC(C1=CC(=CC(=C1)C(F)(F)F)F)=O)C=1C=NN(C1)C(F)F)=O (R)-N-(3-(2-chloro-5-fluorophenyl)-6-(1-(difluoromethyl)-1H-pyrazol-4-yl)-1-oxoisoindolin-4-yl)-3-fluoro-5-(trifluoromethyl)benzamide